N-[(5-Chlorothiophen-2-yl)methyl]-1-(2-fluorobenzoyl)-N,4-dimethyl-3-[1-(pyrrolidin-1-sulfonyl)-2-(trifluoromethyl)piperidin-3-yl]-1H-pyrazol-5-amin ClC1=CC=C(S1)CN(C1=C(C(=NN1C(C1=C(C=CC=C1)F)=O)C1C(N(CCC1)S(=O)(=O)N1CCCC1)C(F)(F)F)C)C